CN1C[C@@H](CCC1)NC=1N=NC(=C2C1C=NC=C2)C2=C(C=C(C=C2)C(F)(F)F)OC2COC2 N-[(3R)-1-methylpiperidin-3-yl]-1-{2-[(oxetan-3-yl)oxy]-4-(trifluoromethyl)phenyl}pyrido[3,4-d]pyridazin-4-amine